O=S1(CC2CN(CC2C1)C(=O)C1=CC=2C(C3=CC=CC=C3C(C2C=C1)=O)=O)=O 2-(2,2-dioxidohexahydro-1H-thieno[3,4-c]pyrrole-5-carbonyl)anthracene-9,10-dione